1-oxaspiro[5.5]undecan-9-amine O1CCCCC12CCC(CC2)N